2-((1-(5,6-diphenylpyrazin-2-yl)piperidin-3-yl)methoxy)acetic acid C1(=CC=CC=C1)C=1N=CC(=NC1C1=CC=CC=C1)N1CC(CCC1)COCC(=O)O